S1NC(C2=C1C=CC=C2)=O 2,3-dihydro-1,2-benzothiazol-3-one